N1=CC=C(C=C1)C1=CC=2C=NC(=CC2N1)NC(C(C)C)=O N-(2-(pyridin-4-yl)-1H-pyrrolo[3,2-c]pyridin-6-yl)isobutyramide